C(CCC)[NH+](CCCCCCCCC)CCCC N,N-dibutyl-N-nonylammonium